ethyl 5-(3-bromo-5-fluoro-4-methoxyphenyl)-5-hydroxyhexanoate BrC=1C=C(C=C(C1OC)F)C(CCCC(=O)OCC)(C)O